BrC=1C(=CC(=NC1)NC(C)(C)C)C(F)(F)F 5-bromo-N-(tert-butyl)-4-(trifluoromethyl)pyridin-2-amine